2-fluoro-4-(((3S,4R)-4-hydroxy-4-(hydroxymethyl)-1-((5-iodopyridin-2-yl)sulfonyl)pyrrolidin-3-yl)oxy)benzonitrile FC1=C(C#N)C=CC(=C1)O[C@H]1CN(C[C@]1(CO)O)S(=O)(=O)C1=NC=C(C=C1)I